2'-chloro-5'-methoxy-6-methyl-N-(5-{spiro[3.3]heptane-2-carbonyl}-4H,5H,6H-pyrrolo[3,4-d][1,3]thiazol-2-yl)-[4,4'-bipyridine]-3-carboxamide ClC1=NC=C(C(=C1)C1=C(C=NC(=C1)C)C(=O)NC=1SC2=C(N1)CN(C2)C(=O)C2CC1(C2)CCC1)OC